1-[(2'S,6'S,7S)-2-chloro-2'-ethynyl-6'-methyl-spiro[4,5-dihydrothieno[2,3-c]pyran-7,4'-piperidine]-1'-yl]-2,2,2-trifluoro-ethanone ClC1=CC2=C(S1)[C@]1(C[C@H](N([C@H](C1)C)C(C(F)(F)F)=O)C#C)OCC2